N-{(2S,3R)-2-{[3'-(difluoromethyl)-2-fluoro[1,1'-biphenyl]-3-yl]methyl}-4,4-difluoro-1-[(2R)-oxolane-2-carbonyl]-pyrrolidin-3-yl}ethanesulfonamide FC(C=1C=C(C=CC1)C1=C(C(=CC=C1)C[C@@H]1N(CC([C@@H]1NS(=O)(=O)CC)(F)F)C(=O)[C@@H]1OCCC1)F)F